4,4'-methylenediphenylene diisocyanate C1=CC(=CC=C1CC2=CC=C(C=C2)N=C=O)N=C=O